CC1=NN2C(N=CC=C2C2CN(CCC2)CCC2=CC=CC=C2)=C1 2-Methyl-7-(1-phenethylpiperidin-3-yl)pyrazolo[1,5-a]pyrimidine